C1=CC(=C2C=C(C=C3C4=CC=C(C=5C(=CC=C(C1=C23)C45)C(=O)O)C(=O)O)C(=O)O)C(=O)O perylene-3,5,9,10-tetracarboxylic acid